ClC1=C(C=CC(=C1)CNCCCCNCCNC1=NC2=C(C3=CN=CC=C13)C=CC(=C2)C(=O)O)C2=CC=CC=C2 5-{[2-({4-[({2-chloro-[1,1'-biphenyl]-4-yl}methyl)amino]butyl}amino)ethyl]amino}benzo[c]2,6-naphthyridine-8-carboxylic acid